5-benzyl-3-((imidazo[1,2-a]pyridin-8-ylmethoxy)methyl)-4,5-dihydroisoxazole-5-carboxylic acid C(C1=CC=CC=C1)C1(CC(=NO1)COCC=1C=2N(C=CC1)C=CN2)C(=O)O